4-[(4-cyclohexylphenyl)amino]-2-[(2R)-2-methylmorpholin-4-yl]pyrido[2,3-d]pyrimidine-6-carboxylic acid C1(CCCCC1)C1=CC=C(C=C1)NC=1C2=C(N=C(N1)N1C[C@H](OCC1)C)N=CC(=C2)C(=O)O